CC(C)=CCCC(CCO)C 2,6-DIMETHYL-2-OCTEN-8-OL